C(C)C(C(C)=O)(CCCCC)CCCCC ethylpentyl-(pentanyl)acetone